(6-chloro-3-hydroxy-2-methylphenyl)-2-((4-(2-(dimethylamino)ethoxy)-3-methylphenyl)amino)-4-methoxypyrimidine-5-carboxamide ClC1=CC=C(C(=C1C1=C(C(=NC(=N1)NC1=CC(=C(C=C1)OCCN(C)C)C)OC)C(=O)N)C)O